N[C@@H](C(=O)OC1C(OC2=C(C1)C=CC=C2)(C)C)CC(C)C 2,2-dimethyl-3,4-dihydro-2H-1-benzopyran-3-yl (2R)-2-amino-4-methylpentanoate